2-Amino-3-Oxobutanoic Acid NC(C(=O)O)C(C)=O